(1aR,5aR)-2-(5-Chloro-3-fluoro-pyridin-2-yl)-1a,2,5,5a-tetrahydro-1H-2,3-diaza-cyclopropa[a]pentalene-4-carboxylic acid ((S)-1-hydroxymethyl-2,2-dimethyl-propyl)-amide OC[C@H](C(C)(C)C)NC(=O)C=1C=2C[C@@H]3[C@H](C2N(N1)C1=NC=C(C=C1F)Cl)C3